N-[3-(4-amino-3-chloroquinolin-6-yl)phenyl]prop-2-enamide NC1=C(C=NC2=CC=C(C=C12)C=1C=C(C=CC1)NC(C=C)=O)Cl